4-((2R,4R)-4-((cyclopropylmethyl)amino)-1-((5-methoxy-7-methyl-1H-indol-4-yl)methyl)piperidin-2-yl)benzoic acid C1(CC1)CN[C@H]1C[C@@H](N(CC1)CC1=C2C=CNC2=C(C=C1OC)C)C1=CC=C(C(=O)O)C=C1